ClC1=CC=C(C=C1)C1=CC(=NC(=N1)[Sn](CCCC)(CCCC)CCCC)N1C[C@H](CC1)O (S)-1-(6-(4-chlorophenyl)-2-(tributylstannyl)pyrimidin-4-yl)pyrrolidin-3-ol